FC=1C=C(C=CC1)S(=O)(=O)N1C[C@H]([C@@H](CC1)C(=O)N1CCC(CC1)(O)CN1C=NC2=C(C1=O)C=CN2C2=CC=CC=C2)C2=CC=CC=C2 3-[[1-[(3R,4R)-1-(3-fluorophenyl)sulfonyl-3-phenyl-piperidine-4-carbonyl]-4-hydroxy-4-piperidinyl]methyl]-7-phenyl-pyrrolo[2,3-d]pyrimidin-4-one